(3-ethyl-3-oxetanylmethyl) ether C(C)C1(COC1)COCC1(COC1)CC